5-((R)-2-(2,5-difluorophenyl)pyrrolidin-1-yl)-3H-imidazo[4,5-b]pyridine FC1=C(C=C(C=C1)F)[C@@H]1N(CCC1)C1=CC=C2C(=N1)NC=N2